NC1=C(C(=O)O)C=C(C(=C1Cl)Br)Cl 2-amino-4-bromo-3,5-dichlorobenzoic acid